(3S)-3-acetamido-4-((1-((2-methyl-5-(2-(piperidin-3-yl)ethoxy)benzyl)amino)-1-oxo-4-(thiazol-2-yl)butan-2-yl)amino)-4-oxobutanoic acid C(C)(=O)N[C@@H](CC(=O)O)C(=O)NC(C(=O)NCC1=C(C=CC(=C1)OCCC1CNCCC1)C)CCC=1SC=CN1